N-(2,6-Dioxopiperidin-3-yl)-4-(4-oxopiperidin-1-yl)benzamide O=C1NC(CCC1NC(C1=CC=C(C=C1)N1CCC(CC1)=O)=O)=O